C(C)(C)(C)OC(NC1=CC=C(C=C1)C=1N(C=C(N1)C#N)CC)=O tert-butyl-(4-(4-cyano-1-ethyl-1H-imidazol-2-yl)phenyl)carbamate